O1N=CC(=C1)CN(C(O)=O)C1=CC=C(C=C1)CC1=CC=NC=C1.ClC=1C=C(C=CC1S(=O)(=O)C)[C@H](C(=O)NC1=NC=CN=C1)C[C@@H]1CC(CC1)=O (2R)-2-(3-chloro-4-methylsulfonylphenyl)-3-[(1R)-3-oxocyclopentyl]-N-pyrazin-2-yl-propionamide isoxazol-4-ylmethyl-(4-(pyridin-4-ylmethyl)phenyl)carbamate